3-(3-methylphenoxy)phenol CC=1C=C(OC=2C=C(C=CC2)O)C=CC1